CN(C(C1=CC=C(C=C1)C1=NC(=C(C=C1)[N+](=O)[O-])NC1(COCC1)C)=O)C N,N-dimethyl-4-[6-[(3-methyltetrahydrofuran-3-yl)amino]-5-nitro-2-pyridinyl]benzamide